C(#N)C1=CC=C2C=C(N(C2=C1)CC1=CC=CC2=CC=CC=C12)CC(=O)O 2-(6-cyano-1-(naphthalen-1-ylmethyl)-1H-indol-2-yl)acetic acid